C12(CC3CC(CC(C1)C3)C2)CC(=O)NCCOCCOC2=C(C=C3C(=NC(=NC3=C2)C)NC(C)C=2SC=C(C2)C2=C(C=CC=C2)CNC)OC 2-((3r,5r,7r)-Adamantan-1-yl)-N-(2-(2-((6-methoxy-2-methyl-4-((1-(4-(2-((methylamino)methyl)phenyl)thiophen-2-yl)ethyl)amino)quinazolin-7-yl)oxy)ethoxy)ethyl)acetamide